ClC1=C(CSC2=NNC(=N2)CCC)C=CC(=C1)Cl 3-[(2,4-dichlorobenzyl)sulfanyl]-5-propyl-[1,2,4]triazol